1-(2,2-dimethylbenzo[d][1,3]dioxol-5-yl)ethan-1-ol CC1(OC2=C(O1)C=CC(=C2)C(C)O)C